copper-magnesium oxide [O-2].[Mg+2].[Cu+2].[O-2]